C12[C@H](O)[C@@H](O)[C@H](O1)[C@H](O)CO2 1,6-anhydroglucofuranose